NC1=NC=CC=C1C1=NC=2C(=NC(=CC2)C2=CC(=C(C=C2)F)OC)N1C1=CC=C(CN2CCC(CC2)NC2=NC(=NC=C2)C#N)C=C1 4-((1-(4-(2-(2-Aminopyridin-3-yl)-5-(4-fluoro-3-methoxyphenyl)-3H-imidazo[4,5-b]pyridin-3-yl)benzyl)piperidin-4-yl)amino)pyrimidine-2-carbonitrile